8-chloro-3-ethyl-2-(1-(4-ethyl-1,4-diazepan-1-yl)butyl)-6-fluoroquinazolin-4(3H)-one ClC=1C=C(C=C2C(N(C(=NC12)C(CCC)N1CCN(CCC1)CC)CC)=O)F